Cl.N1(CCCC1)CCC(=O)O 3-(pyrrolidin-1-yl)propionic acid hydrochloride